2-{3-[(6-methanesulfonyl-4-methoxypyridin-3-yl)amino]prop-1-yn-1-yl}-N-(1-methylpiperidin-4-yl)-1-(2,2,2-trifluoroethyl)-1H-indol-4-amine CS(=O)(=O)C1=CC(=C(C=N1)NCC#CC=1N(C=2C=CC=C(C2C1)NC1CCN(CC1)C)CC(F)(F)F)OC